(S)-4-(4-nitrophenoxymethyl)-2-oxazolidinone [N+](=O)([O-])C1=CC=C(OC[C@@H]2NC(OC2)=O)C=C1